NC=1C(N(C2=CC(=C(C=C2C1C=1C2=CN(N=C2C(=CC1)Cl)C1OCCCC1)O)F)CC1=CC=C(C=C1)OC)=O 3-amino-4-[7-chloro-2-(oxan-2-yl)indazol-4-yl]-7-fluoro-6-hydroxy-1-[(4-methoxyphenyl)methyl]quinolin-2-one